ClC1=C(OC=2C=C3CCN(CC3=CC2)CC2CCOCC2)C(=CC(=C1)[N+](=O)[O-])Cl 6-(2,6-Dichloro-4-nitrophenoxy)-2-((tetrahydro-2H-pyran-4-yl)methyl)-3,4-dihydroisoquinoline